3-aminobicyclo[1.1.1]pentane-1-carbonitrile NC12CC(C1)(C2)C#N